N-[(6-Aminopyridin-2-yl)sulfonyl]-6-tetrahydropyran-2-yl-2-[(4S)-2,2,4-trimethylpyrrolidin-1-yl]pyridin-3-carboxamid NC1=CC=CC(=N1)S(=O)(=O)NC(=O)C=1C(=NC(=CC1)C1OCCCC1)N1C(C[C@@H](C1)C)(C)C